(1R,3R)-3-aminocyclobutanecarboxylic acid methyl ester hydrochloride Cl.COC(=O)C1CC(C1)N